(S)-6-(4-((2,3-dihydrobenzo[b][1,4]dioxin-5-yl)methyl)-2-(2-isopropylphenyl)piperazin-1-yl)-2-azaspiro[3.3]heptane O1C2=C(OCC1)C(=CC=C2)CN2C[C@@H](N(CC2)C2CC1(CNC1)C2)C2=C(C=CC=C2)C(C)C